COC=1C(=C(C=CC1)C1=CC=C(C=C1)C(=O)O)C 3'-Methoxy-2'-methyl-[1,1'-biphenyl]-4-carboxylic acid